2-bromo-7-iodo-9,9-dimethyl-9H-fluorene BrC1=CC=2C(C3=CC(=CC=C3C2C=C1)I)(C)C